N-propyl-1,2,3,4-tetrahydroquinoline C(CC)N1CCCC2=CC=CC=C12